BrCC=1C=NN(C1)C(=O)OC(C)(C)C tert-butyl 4-(bromomethyl)-1H-pyrazole-1-carboxylate